CC=1N=C2N(N=C(C=C2)C=2N=C3C(=NC2)N=C(S3)N3CCNCC3)C1 6-(2-Methylimidazo[1,2-b]pyridazin-6-yl)-2-(piperazin-1-yl)[1,3]thiazolo[4,5-b]pyrazin